C(#N)[C@H](C[C@H]1C(NCC1)=O)NC([C@H](CC(C)C)N1C(C2=CC=CC(=C2C=C1)OC)=O)=O (S)-N-((S)-1-cyano-2-((S)-2-oxopyrrolidin-3-yl)ethyl)-2-(5-methoxy-1-oxoisoquinolin-2(1H)-yl)-4-methylpentanamide